alliine N[C@@H](CS(=O)CC=C)C(=O)O